5-ethylisoxazole-4-carboxamide C(C)C1=C(C=NO1)C(=O)N